C(C)(C)(C)OC(=O)N1C(CN(CC1)C1=C(C(=C(C=C1OC)Cl)Cl)Cl)C(N)=O 2-carbamoyl-4-(2,3,4-trichloro-6-methoxyphenyl)piperazine-1-carboxylic acid tert-butyl ester